C1(=CC=CC=C1)C(CC1=CC=CC=C1)O 1,2-diphenylethan-1-ol